5-fluoro-1H-pyrazole-4-carboxylate FC1=C(C=NN1)C(=O)[O-]